(S)-(3-(4-(difluoromethoxy)-3-fluorophenyl)-2,7-dimethyl-2,4,5,7-tetrahydro-6H-pyrazolo[3,4-c]pyridin-6-yl)(quinoxalin-6-yl)methanone FC(OC1=C(C=C(C=C1)C=1N(N=C2[C@@H](N(CCC21)C(=O)C=2C=C1N=CC=NC1=CC2)C)C)F)F